(R)-3-(trifluoromethyl)-6a,7,9,10-tetrahydro-12H-pyrazino[2,1-c]pyrido[2,3-f][1,4]oxazepine FC(C1=CC2=C(CN3[C@@H](CO2)CNCC3)N=C1)(F)F